CC=1N=C2N(N=C(C=C2C)C=2C=C3C=CN(C(C3=C(C2)F)=O)C2CCNCC2)C1 6-(2,8-dimethylimidazo[1,2-b]pyridazin-6-yl)-8-fluoro-2-(piperidin-4-yl)isoquinolin-1(2H)-one